1,2,3,4-tetrahydro-1,4-epiiminonaphthalene C12CCC(C3=CC=CC=C13)N2